7-Fluoro-N-(5-fluoro-2-methyl-3-(4,4,5,5-tetramethyl-1,3,2-dioxaborolan-2-yl)phenyl)-2H-spiro[benzofuran-3,1'-cyclopropane]-6-carboxamide FC1=C(C=CC2=C1OCC21CC1)C(=O)NC1=C(C(=CC(=C1)F)B1OC(C(O1)(C)C)(C)C)C